[Pb](Br)Br.C1(=CC=CC=C1)CCN Phenylethylamine lead bromide